NC1=C(C(=O)NC2=C(C=CC=C2)F)C=CC=C1 2-amino-N-o-fluorophenyl-benzamide